NC1=NC(=NC=2N1N=C(N2)C=2OC=CC2)NCCC2=CC=C(C=C2)NS(=O)(=O)C=2C=C1C(C=CNC1=C(C2)Cl)=O N-(4-(2-((7-amino-2-(furan-2-yl)-[1,2,4]triazolo[1,5-a][1,3,5]triazin-5-yl)amino)ethyl)phenyl)-8-chloro-4-oxo-1,4-dihydroquinoline-6-sulfonamide